((2S)-1-(((2S)-1-cyano-1-hydroxy-3-((S)-2-oxopyrrolidin-3-yl)propan-2-yl)amino)-1-oxohexane-2-yl)carbamic acid 2-(3-chlorophenyl)-2,2-difluoro-1-phenylethyl ester ClC=1C=C(C=CC1)C(C(C1=CC=CC=C1)OC(N[C@H](C(=O)N[C@H](C(O)C#N)C[C@H]1C(NCC1)=O)CCCC)=O)(F)F